(1r,3r)-3-(3,5-dimethylphenoxy)-N-((6-fluoroisoquinolin-5-yl)methyl)cyclobutane-1-amine hydrochloride Cl.CC=1C=C(OC2CC(C2)NCC2=C3C=CN=CC3=CC=C2F)C=C(C1)C